[N+](=O)([O-])C1=C(C=C(C=C1)OC1=C(C(=C(C(=C1F)F)C(F)(F)F)F)F)S(=O)(=O)N 2-nitro-5-[2,3,5,6-tetrafluoro-4-(trifluoromethyl)phenoxy]benzenesulfonamide